1,2,4,5-tetrakis(4-carboxyphenyl)benzene C(=O)(O)C1=CC=C(C=C1)C1=C(C=C(C(=C1)C1=CC=C(C=C1)C(=O)O)C1=CC=C(C=C1)C(=O)O)C1=CC=C(C=C1)C(=O)O